BrC=1C=C2C(C=CN(C2=CC1)CC(F)(F)F)=O 6-bromo-1-(2,2,2-trifluoroethyl)quinolin-4-one